C(C)N1N=C(C(=C1C)O)CCC 1-ethyl-4-hydroxy-5-methyl-3-n-propylpyrazole